(rac)-1-(2-(2-hydroxy-4-isopropylphenyl)-5-(5-hydroxy-6-(trifluoromethyl)nicotinoyl)-2,3,4,5,5a,6,8,9-octahydro-7H-10-oxa-1,2,5,7-tetraazacycloocta[cd]inden-7-yl)prop-2-en-1-one OC1=C(C=CC(=C1)C(C)C)N1N=C2C=3[C@@H](N(CCC13)C(C1=CN=C(C(=C1)O)C(F)(F)F)=O)CN(CCO2)C(C=C)=O |r|